methyl (E)-3-(1-methylbenzotriazol-5-yl)prop-2-enoate CN1N=NC2=C1C=CC(=C2)/C=C/C(=O)OC